(R)-5-amino-N-((R)-1-(4-bromo-2-fluorophenyl)ethyl)-N,6-dimethyl-6,8-dihydro-1H-furo[3,4-d]pyrrolo[3,2-b]pyridine-2-carboxamide NC1=C2C(=C3C(=N1)C=C(N3)C(=O)N(C)[C@H](C)C3=C(C=C(C=C3)Br)F)CO[C@@H]2C